N,N-diallyl-ethanolamine C(C=C)N(CCO)CC=C